(S)-N-(3-chloro-2-fluoro-4-(1-methylcyclopropoxy)phenyl)-6-(pyrrolidin-3-yloxy)pyrido[3,2-d]pyrimidin-4-amine ClC=1C(=C(C=CC1OC1(CC1)C)NC=1C2=C(N=CN1)C=CC(=N2)O[C@@H]2CNCC2)F